ClC=1C=C(C=CC1F)NC(N(CC(CO)CO)[C@H](C)C1=CNC(C2=CC=C(C=C12)F)=O)=O |r| racemic-3-(3-chloro-4-fluorophenyl)-1-(1-(6-fluoro-1-oxo-1,2-dihydroisoquinolin-4-yl)ethyl)-1-(3-hydroxy-2-(hydroxymethyl)propyl)urea